CSCC=1N=C2N(C=CC(=C2)C#N)C1 2-((methylthio)methyl)imidazo[1,2-a]pyridine-7-carbonitrile